ClC=1C=C(C=CC1OC(C)C)C1=NC(=NO1)C1=CC=C(C2=CC=CC=C12)CN1CC(C1)C(=O)O 1-((4-(5-(3-chloro-4-isopropyloxyphenyl)-1,2,4-oxadiazol-3-yl)naphthalen-1-yl)methyl)azetidine-3-carboxylic acid